CC1=NC(=CC=C1S(=O)(=O)N1CC2(C1)CN(C2)C(=O)OC(C)(C)C)C(F)(F)F tert-Butyl 2-[[2-methyl-6-(trifluoromethyl)-3-pyridyl]sulfonyl]-2,6-diazaspiro[3.3]heptane-6-carboxylate